(S)-Ethyl 2-allyl-4-oxoazetidine-2-carboxylate C(C=C)[C@@]1(NC(C1)=O)C(=O)OCC